4,5-dichloro-1-phenyl-1H-imidazole ClC=1N=CN(C1Cl)C1=CC=CC=C1